[O-2].C(C=C)(=O)[Ca+].[Ni+2] nickel alloyl-calcium oxide